C(CCCCCCC(=O)[O-])(=O)OCCCCCCCC O1-octyl octanedioate